N-{1-(1,2,3,3a,4,5,6,6a-Octahydropentalen-2-yl)-2-oxo-2-[(2-oxospiro[indoline-3,4'-tetrahydropyran]-6-yl)amino]-ethyl}-2-methylpyrazole-3-carboxamide C1C(CC2CCCC12)C(C(NC1=CC=C2C(=C1)NC(C21CCOCC1)=O)=O)NC(=O)C=1N(N=CC1)C